3-(methoxy-d3)benzaldehyde C(OC=1C=C(C=O)C=CC1)([2H])([2H])[2H]